3-(2-methylsulfanyl-5-trifluoromethyl-pyrimidin-4-yl)-1-(benzenesulfonyl)-1H-pyrrolo[2,3-b]pyridine-6-carbonitrile CSC1=NC=C(C(=N1)C1=CN(C2=NC(=CC=C21)C#N)S(=O)(=O)C2=CC=CC=C2)C(F)(F)F